Cl.N[C@H](C)C=1C(=C(C=CC1)C([C@@](CO)(O)C)(F)F)F |r| (R/S)-3-(3-((R/S)-1-aminoethyl)-2-fluorophenyl)-3,3-difluoro-2-methylpropane-1,2-diol hydrochloride